tert-Butyl 3-(6-chloropyridin-3-yl)-3-fluoroazetidine-1-carboxylate ClC1=CC=C(C=N1)C1(CN(C1)C(=O)OC(C)(C)C)F